methoxyethyl α-allyloxymethylacrylate C(C=C)OCC(C(=O)OCCOC)=C